6-chloro-2-(3-(2,2-difluoro-1-methoxyethyl)-1H-1,2,4-triazol-5-yl)-3-(1H-imidazol-1-yl)-5-methoxy-1-methyl-1H-pyrrolo[3,2-b]pyridine ClC=1C=C2C(=NC1OC)C(=C(N2C)C2=NC(=NN2)C(C(F)F)OC)N2C=NC=C2